tert-butyl 3-(4-methoxy-3-(trifluoromethyl)-1-((2-(trimethylsilyl)ethoxy)methyl)-1H-pyrazolo[3,4-d]pyrimidin-6-yl)pyrrolidine-1-carboxylate COC1=C2C(=NC(=N1)C1CN(CC1)C(=O)OC(C)(C)C)N(N=C2C(F)(F)F)COCC[Si](C)(C)C